C(C)(C)(C)C1=C(C(=CC(=C1)C(C1=CC=CC=C1)NC1=C(C=CC=C1)[N+](=O)[O-])C(C)(C)C)O 2,6-Di-tert-butyl-4-(((2-nitrophenyl)amino)(phenyl)methyl)phenol